1-[4-(2,3-dichlorophenyl)piperazin-1-yl]-2-{3-[(2R,6S)-2,6-dimethylmorpholine-4-carbonyl]-5,6-dihydrocyclopenta[c]pyrazol-1(4H)-yl}ethan-1-one ClC1=C(C=CC=C1Cl)N1CCN(CC1)C(CN1N=C(C2=C1CCC2)C(=O)N2C[C@H](O[C@H](C2)C)C)=O